Bis(4-(tert-butyl)phenyl)chloroborane C(C)(C)(C)C1=CC=C(C=C1)B(Cl)C1=CC=C(C=C1)C(C)(C)C